O=S1(N(CC(N1)=O)C1=C(C=C(CNC=2C=NC(=C(C#N)C2)C)C=C1O)F)=O 5-((4-(1,1-dioxido-4-oxo-1,2,5-thiadiazolidin-2-yl)-3-fluoro-5-hydroxybenzyl)amino)-2-methylnicotinonitrile